7-(4-bromophenyl)-5-(methoxymethylene)hexahydroisobenzofuran BrC1=CC=C(C=C1)C1CC(CC2COCC12)=COC